2-(Azepan-1-yl)-4-((4-(2-(Piperazin-1-yl)ethoxy)phenyl)amino)pyrimido[4,5-d]pyridazin-5(6H)-on Hydrochlorid Cl.N1(CCCCCC1)C=1N=C(C2=C(C=NNC2=O)N1)NC1=CC=C(C=C1)OCCN1CCNCC1